FCC(CN(CCC(C(=O)O)NC(=O)C1(CC1)C1=NC(=NC2=CC=CC=C12)C)CCCCC1=NC=2NCCCC2C=C1)OC 4-[[3-fluoro-2-methoxy-propyl]-[4-(5,6,7,8-tetrahydro-1,8-naphthyridin-2-yl)butyl]amino]-2-[[1-(2-methylquinazolin-4-yl)cyclopropanecarbonyl]amino]butanoic acid